((2,4-dioxo-1,3-diazaspiro[4.4]nonane-7-yl)methyl)-6-(4-fluorophenyl)pyridine-3-sulfonamide O=C1NC2(C(N1)=O)CC(CC2)CC2=NC(=CC=C2S(=O)(=O)N)C2=CC=C(C=C2)F